4-(([5-(2-Chloro-5-methoxyphenyl)-1,3-oxazol-2-yl]methyl)sulfanyl)-6-(morpholin-4-yl)-1,3,5-triazin-2-amine ClC1=C(C=C(C=C1)OC)C1=CN=C(O1)CSC1=NC(=NC(=N1)N1CCOCC1)N